C(C)(=O)C1=CC2=CC=C(C(=C2C=C1)S(=O)(=O)O)S(=O)(=O)O 6-acetyl-naphthalenedisulfonic acid